BrC(CCOCP(OCC)(OCC)=O)C=1C(=NC=CC1)N=C(C1=CC=CC=C1)C1=CC=CC=C1 diethyl {[(3-bromo-3-{2-[(diphenylmethylene)amino]pyridin-3-yl}propyl)oxy]methyl}phosphonate